NC=1C(=NC=C(C1)Br)C(=O)OC methyl 3-amino-5-bromopicolinate